2,7-dimethyl-5-((4-methylthiazol-5-yl)methoxy)benzofuran CC=1OC2=C(C1)C=C(C=C2C)OCC2=C(N=CS2)C